7-bromo-5-fluoro-2-(methylsulfanyl)pyrrolo[2,1-f][1,2,4]triazine BrC1=CC(=C2C=NC(=NN21)SC)F